C(C=C)(=O)O.C(C=C)(=O)O.C1(CCCCCCC1)C1CCCCCCC1 bi-cyclooctane diacrylate